C(C)(=O)OC1=C(C=C(C=C1)Cl)C(NC1=C(C=C(C=C1)NC(C)=O)Cl)=O 2-((4-acetamido-2-chlorophenyl)carbamoyl)-4-chlorophenyl acetate